2-(6-{2-[(oxacyclohex-4-yl)amino]-5-(trifluoromethyl)pyrimidin-4-yl}-1-oxo-2,3-dihydro-1H-isoindol-2-yl)acetic acid O1CCC(CC1)NC1=NC=C(C(=N1)C1=CC=C2CN(C(C2=C1)=O)CC(=O)O)C(F)(F)F